CN(C1C2CC2CC1)C 2-(dimethylamino)bicyclo[3.1.0]hexane